S(=O)(=O)(ON1[C@@H]2CC[C@H](N(C1=O)C2)C(NC(=O)C2CCCCC2)=N)O (2S,5R)-2-(N-(cyclohexanecarbonyl) carbamimidoyl)-7-oxo-1,6-diazabicyclo[3.2.1]octan-6-yl hydrogen sulfate